propyl-L-proline C(CC)N1[C@@H](CCC1)C(=O)O